C(C1=CC=CC=C1)OC=1C=C(C=CC1OCC1=CC=CC=C1)[C@H](C=C)O (S)-1-(3,4-bis(benzyloxy)phenyl)prop-2-en-1-ol